COC1=CC=C(C=C1)C=1NC(=C(C1)C(=O)NCCN1CCN(CC1)C)C1=C(C=CC=C1)[N+](=O)[O-] (4-methoxyphenyl)-N-(2-(4-methylpiperazin-1-yl)ethyl)-5-(2-nitrophenyl)Azole-4-carboxamide